(R)-4-(1-(5-fluoropyridin-2-yl)-2-hydroxyethoxy)-6-(1-(7-propionyl-7-azaspiro[3.5]nonan-2-yl)-1H-pyrazol-4-yl)pyrazolo[1,5-a]pyridine-3-carbonitrile FC=1C=CC(=NC1)[C@H](CO)OC=1C=2N(C=C(C1)C=1C=NN(C1)C1CC3(C1)CCN(CC3)C(CC)=O)N=CC2C#N